ClC1=CC=C(C=C1)C1=C(C(=CC(=N1)C(CNC(=O)C=1C=C2C=C(N=NC2=C(C1)OC)C)(O)C1CC1)C(C)(C)O)F (-)-N-(2-(6-(4-chlorophenyl)-5-fluoro-4-(2-hydroxypropan-2-yl)pyridin-2-yl)-2-cyclopropyl-2-hydroxyEthyl)-8-methoxy-3-methylcinnoline-6-carboxamide